[Ni]=O nickel (ii) oxide